ethyl 6-chloro-3,4-dihydro-2H-benzo[b][1,4]oxazine-2-carboxylate ClC1=CC2=C(OC(CN2)C(=O)OCC)C=C1